2,4-dimethyl-phenylalanine CC1=C(C[C@H](N)C(=O)O)C=CC(=C1)C